BrC=1C=C(C=CC1)NC(CCC1CCCCC1)=O N-(3-bromophenyl)-3-cyclohexylpropionamide